2-bromo-6-(3-fluorotetrahydrofuran-3-yl)-4-isopropoxypyridine BrC1=NC(=CC(=C1)OC(C)C)C1(COCC1)F